CN1C(N(C2=C1C=C(C=C2)C2CCC(CC2)N2CCNCC2)C2C(NC(CC2)=O)=O)=O 3-{3-methyl-2-oxo-5-[(1s,4s)-4-(piperazin-1-yl)cyclohexyl]-1,3-benzodiazol-1-yl}piperidine-2,6-dione